bis[2,2'-bipyridine] iridium (III) [Ir+3].N1=C(C=CC=C1)C1=NC=CC=C1.N1=C(C=CC=C1)C1=NC=CC=C1